CC1(OCC[C@@H](O1)C(C)O)C 1-((R)-2,2-dimethyl-1,3-dioxan-4-yl)ethan-1-ol